CS(=O)(=O)N MethaneSulfonAmide